[Te-2].[Er+3].[Te-2].[Te-2].[Er+3] Erbium telluride